Tert-butyl (S)-4-(6-((2-fluoro-4-(methoxy(methyl)carbamoyl)benzyl)oxy)pyridin-2-yl)-2-methylpiperazine-1-carboxylate FC1=C(COC2=CC=CC(=N2)N2C[C@@H](N(CC2)C(=O)OC(C)(C)C)C)C=CC(=C1)C(N(C)OC)=O